tert-butyl 4-(2-(4-(2-chloro-6-(trifluoromethyl)pyrimidin-4-yl)-1H-pyrazol-1-yl)acetyl)piperazine-1-carboxylate ClC1=NC(=CC(=N1)C=1C=NN(C1)CC(=O)N1CCN(CC1)C(=O)OC(C)(C)C)C(F)(F)F